CN1CCC(CC1)OC1=CC(=C(N)C=C1)[N+](=O)[O-] 4-[(1-methyl-4-piperidinyl)oxy]-2-nitro-aniline